[2-chloro-1-[4-(3-chloro-2-chlorocarbonyloxypropoxy)butoxymethyl]ethyl] carbonochloridate C(OC(CCl)COCCCCOCC(CCl)OC(=O)Cl)(=O)Cl